4,6-dihydropyrrolo[3,4-d]Imidazole-5(1H)-carboxamide N1C=NC2=C1CN(C2)C(=O)N